trans-N-(4-(2-aminocyclopropyl)phenyl)-2-(naphthalen-1-yl)acetamide N[C@H]1[C@@H](C1)C1=CC=C(C=C1)NC(CC1=CC=CC2=CC=CC=C12)=O